NC1=CC(C(NC1=NC=1C(=NN2C1C=CC(=C2C)C)NCCCN2CCOCC2)=NC=2C(=NN1C2C=CC(=C1C)C)NCCCN1CCOCC1)=N N3,N3'-(5-Amino-3-iminopyridin-2,6(1H,3H)diyliden)bis{6,7-dimethyl-N2-[3-(morpholin-4-yl)propyl]pyrazolo[1,5-a]pyridin-2,3-diamin}